CC(C(C(O)C)(CC)N)O dimethyl-2-amino-2-ethyl-1,3-propanediol